FC=1C=C2C(C(=CN3C2=C(C1F)OCC3C)CN([C@@H]3CN(CCC3)C=3C=NC(=CC3)N3CCCC3)CC3=CC(=NC=C3)OC)=O 9,10-difluoro-6-((((2-methoxypyridin-4-yl)methyl)((S)-1-(6-(pyrrolidin-1-yl)pyridin-3-yl)piperidin-3-yl)amino)methyl)-3-methyl-2H-[1,4]oxazino[2,3,4-ij]quinolin-7(3H)-one